5-(4-((diphenyl)methyl)piperazin-1-yl)-1-tosyl-1H-indole-3-carbaldehyde C1(=CC=CC=C1)C(N1CCN(CC1)C=1C=C2C(=CN(C2=CC1)S(=O)(=O)C1=CC=C(C)C=C1)C=O)C1=CC=CC=C1